ClC1=C(C(=C(C=C1OC)OC)Cl)C=1N=C(C2=C(N1)C=NC(=C2)N[C@@H]2COCC[C@@H]2NC(C=C)=O)N2CC(C2)(F)F N-((3S,4S)-3-((2-(2,6-dichloro-3,5-dimethoxyphenyl)-4-(3,3-difluoroazetidin-1-yl)pyrido[3,4-d]pyrimidin-6-yl)amino)tetrahydro-2H-pyran-4-yl)acrylamide